C(C)(C)(C)OC(=O)NC(C(=O)[O-])CCC(C)(F)F 2-((tert-butoxycarbonyl)amino)-5,5-difluorohexanoate